(7-((2S,5R)-4-(1-(2-(1,1-difluoroethyl)-4-fluorophenyl)ethyl)-2,5-dimethylpiperazin-1-yl)-4-methyl-5-oxo-4,5-dihydro-2H-pyrazolo[4,3-b]pyridin-2-yl)acetonitrile FC(C)(F)C1=C(C=CC(=C1)F)C(C)N1C[C@@H](N(C[C@H]1C)C=1C=2C(N(C(C1)=O)C)=CN(N2)CC#N)C